chlorospiro[cyclopentane-1,3'-pyrrolo[3,2-c]pyridin]-2'(1'h)-one ClN1C(C2(C=3C=NC=CC31)CCCC2)=O